tert-butyl (3-((4-methylphenyl)sulfonamido)butyl)carbamate CC1=CC=C(C=C1)S(=O)(=O)NC(CCNC(OC(C)(C)C)=O)C